ClC=1N=C(C2=C(N1)C(=C(N=C2)Cl)F)N2C[C@H]1CC[C@@H](C2)N1C(=O)OC(C)(C)C Tert-butyl (1R,5S)-3-(2,7-dichloro-8-fluoropyridino[4,3-d]pyrimidin-4-yl)-3,8-diazabicyclo[3.2.1]octan-8-formate